5-[4-[4-(4-fluoroindol-1-yl)cyclohexyl]piperazin-1-yl]pyridazine-3-carbonyl azide FC1=C2C=CN(C2=CC=C1)C1CCC(CC1)N1CCN(CC1)C=1C=C(N=NC1)C(=O)N=[N+]=[N-]